3-(2-thienylmethyl)urea S1C(=CC=C1)CNC(N)=O